(4-hydroxy-phenyl)-2H-naphthyridine OC1=CC=C(C=C1)C1NC2=NC=CC=C2C=C1